C(C)N(CCCN1C(C(=C(C1C1=NC=CC=C1)C(=O)C=1OC2=C(C1)C=CC=C2OC)O)=O)CC 1-[3-(diethyl-amino)propyl]-3-hydroxy-4-[(7-methoxy-1-benzofuran-2-yl)carbonyl]-5-(2-pyridinyl)-1,5-dihydro-2H-pyrrol-2-one